C1(=CC=C(C=C1)C(=O)OCC)C=CC1=CC=C(C=C1)C(=O)[O-] ethyl stilbene-4,4'-dicarboxylate